1-([(1E)-3-penten-1-ylidene]methyl)naphthalene isopropyl-(6aR,9R)-5-bromo-9-(diethylcarbamoyl)-7-methyl-6a,7,8,9-tetrahydroindolo[4,3-fg]quinoline-4(6H)-carboxylate C(C)(C)OC(=O)N1C(=C2C3=C(C4=C[C@H](CN([C@@H]4C2)C)C(N(CC)CC)=O)C=CC=C13)Br.C(/CC=CC)=C\C1=CC=CC3=CC=CC=C13